(S)-7-((2H-pyrazolo[3,4-d]pyrimidin-2-yl)methyl)-4-(cyclopropylethynyl)-6-fluoro-4-(trifluoromethyl)-3,4-dihydroquinazolin-2(1H)-one N=1N(C=C2C1N=CN=C2)CC2=C(C=C1[C@](NC(NC1=C2)=O)(C(F)(F)F)C#CC2CC2)F